C(C)(=O)C1=C(NC2=C(C=CC(=C2C1=O)Cl)Br)S(=O)CC=1C=C(C#N)C=CC1 3-(((3-acetyl-8-bromo-5-chloro-4-oxo-1,4-dihydroquinolin-2-yl)sulfinyl)methyl)benzonitrile